F[C@@H]1CN(CC[C@@H]1NC1=NN2C(C(=N1)OC)=C(C(=C2)F)C=2C=C(C1=C(N(C(=N1)C)CCF)C2)F)C(CO)=O 1-((3R,4S)-3-fluoro-4-((6-fluoro-5-(4-fluoro-1-(2-fluoroethyl)-2-methyl-1H-benzo[d]imidazol-6-yl)-4-methoxypyrrolo[2,1-f][1,2,4]triazin-2-yl)amino)piperidin-1-yl)-2-hydroxyethan-1-one